The molecule is a pyrimidine having a 4-nitrosobenzenesulfonamido group at the 2-position. It has a role as a drug metabolite and an allergen. It is a sulfonamide, a member of pyrimidines and a nitroso compound. It derives from a sulfanilamide. C1=CN=C(N=C1)NS(=O)(=O)C2=CC=C(C=C2)N=O